6-methyl-8-(2-methylbutyl)hexahydro-4H-pyrazino[1,2-a]pyrimidine-4,7(6H)-dione CC1C(N(CC2N1C(CCN2)=O)CC(CC)C)=O